2'-Chloro-4'-(3-methoxy-2,2-dimethylpropoxy)-4,5,5',6'-tetrahydro-2H-spiro[furan-3,8'-pyrano[3,4-b]pyridine] ClC1=CC(=C2C(=N1)C1(OCC2)COCC1)OCC(COC)(C)C